1,3-bis-(2-trifluoromethyl-benzyl)-thiourea FC(C1=C(CNC(=S)NCC2=C(C=CC=C2)C(F)(F)F)C=CC=C1)(F)F